[W](=[Se])=[Se] Tungsten Di-Selenide